OC12OC3=C(C1C(C1=CC=CC=C12)=O)C=CC=C3 4b-hydroxy-4b,9b-dihydro-10H-indeno[1,2-b]benzofuran-10-one